2-(5-{[(2R,3S,5S)-2-fluoro-9-azabicyclo[3.3.1]nonan-3-yl](methyl)amino}pyrazin-2-yl)-5-(1-methyl-1H-pyrazol-3-yl)phenol F[C@@H]1C2CCC[C@@H](C[C@@H]1N(C=1N=CC(=NC1)C1=C(C=C(C=C1)C1=NN(C=C1)C)O)C)N2